1-(3-(4-(cyclopropylmethoxy)phenyl)-6-(3,3,4,4,4-pentafluorobutyl)pyrazin-2-yl)piperidine-4-carboxylic acid C1(CC1)COC1=CC=C(C=C1)C=1C(=NC(=CN1)CCC(C(F)(F)F)(F)F)N1CCC(CC1)C(=O)O